2-[(4-tert-butyl-2-fluoro-5-methoxy-phenyl)methyl]-1,3-benzoxazole-5-carboxylic acid C(C)(C)(C)C1=CC(=C(C=C1OC)CC=1OC2=C(N1)C=C(C=C2)C(=O)O)F